C(CCCCCC)C(COC([C@H](CC1=CC(=CC(=C1)F)F)N)=O)CCCCCCC.C(CCCCCCC)N(CCCCCCCC)CN1N=NC2=C1C=CC=C2 1-di(octyl)aminomethyl-benzotriazole 2-Heptylnonyl-(S)-2-amino-3-(3,5-difluorophenyl)propanoate